5-amino-1-ethyl-3,3-dimethyl-1-(4-aminophenyl)-indane NC=1C=C2C(CC(C2=CC1)(C1=CC=C(C=C1)N)CC)(C)C